ClC1=C(C=C(C=C1C(F)(F)F)N1C[C@H](OCC1)C)N1C(N(C=C1C)CC=1C=NN(C1)CC)=O 3-{2-chloro-5-[(2R)-2-methylmorpholin-4-yl]-3-(trifluoromethyl)phenyl}-1-[(1-ethyl-1H-pyrazol-4-yl)methyl]-4-methyl-1,3-dihydro-2H-imidazol-2-one